6-[[4-hydroxy-1-[(3R,4R)-1-[4-methyl-2-(6-methyl-3-pyridinyl)thiazole-5-carbonyl]-3-phenyl-piperidine-4-carbonyl]-4-piperidinyl]methyl]-3-phenyl-isoxazolo[4,5-d]pyrimidin-7-one OC1(CCN(CC1)C(=O)[C@H]1[C@@H](CN(CC1)C(=O)C1=C(N=C(S1)C=1C=NC(=CC1)C)C)C1=CC=CC=C1)CN1C=NC2=C(C1=O)ON=C2C2=CC=CC=C2